FC=1C(=C(C=2C(=NSN2)C1C=1SC(=CC1)C1=C(C=CC=C1C)C)C=1SC(=CC1)C1=C(C=CC=C1C)C)OC1=CC=CC=C1 6-fluoro-5-phenoxy-4,7-bis[5-(2,6-dimethylphenyl)-2-thienyl]benzo[c]1,2,5-thiadiazole